2-(3-(2-(2-(2-((2-(2,6-dioxopiperidin-3-yl)-1,3-dioxoisoindolin-5-yl)oxy)ethoxy)ethoxy)ethoxy)phenyl)-N-(5-methyl-4-(1-(2-methylbenzoyl)indolin-5-yl)thiazol-2-yl)acetamide O=C1NC(CCC1N1C(C2=CC=C(C=C2C1=O)OCCOCCOCCOC=1C=C(C=CC1)CC(=O)NC=1SC(=C(N1)C=1C=C2CCN(C2=CC1)C(C1=C(C=CC=C1)C)=O)C)=O)=O